N(=C=O)C1CCC(CC1)N=C=O 1,4-diisocyanato-cyclohexane